C1=CC=C(C=2SC3=C(C21)C=CC=C3)C=3C=C2C=CC(=C(C2=CC3)C3=C(C=CC2=CC(=CC=C32)C3=CC=CC2=C3SC3=C2C=CC=C3)OCCO)OCCO 6,6'-bis-(dibenzo[b,d]thiophen-4-yl)-2,2'-bis-(2-hydroxyethoxy)-1,1'-binaphthyl